N-(5-methylquinolin-8-yl)furan-2-sulfonamide CC1=C2C=CC=NC2=C(C=C1)NS(=O)(=O)C=1OC=CC1